CN(C)CC1=C(C=CC(=N1)NC=1C=CC(=C2CNC(C12)=O)C1=CN=C2N1C=CC(=C2)F)[C@]2(COCC2)O (R)-7-((6-((dimethyl-amino)methyl)-5-(3-hydroxy-tetrahydro-furan-3-yl)pyridin-2-yl)amino)-4-(7-fluoro-imidazo[1,2-a]pyridin-3-yl)isoindolin-1-one